ClC=1C=C(C=CC1)C1=NN=C(O1)C1CCN(CC1)C1=C(C(N(C2=CC=CC=C12)C)=O)C#N 4-{4-[5-(3-chlorophenyl)-1,3,4-oxadiazol-2-yl]piperidin-1-yl}-1-methyl-2-oxo-1,2-dihydroquinoline-3-carbonitrile